F[C@H]1C[C@H](NC1)CNC=1C=C2CN3[C@@H](C2=CC1)CN(C[C@H]3C)C3=C1C=CC=NC1=C(C=C3)C#N 5-[(4R,10bS)-8-[[(2S,4S)-4-fluoropyrrolidin-2-yl]methylamino]-4-methyl-3,4,6,10b-tetrahydro-1H-pyrazino[2,1-a]isoindol-2-yl]quinoline-8-carbonitrile